C(C)(C)(C)OC(=O)NCCCCCCNCCCNC(OC(C)(C)C)=O tert-butyl N-[3-({6-[(tert-butoxycarbonyl)amino]hexyl}amino)propyl]carbamate